6-[2-hydroxy-4-(2-ethylhexyloxy)phenyl]-1,3,5-triazine OC1=C(C=CC(=C1)OCC(CCCC)CC)C1=NC=NC=N1